2-chloro-4-(trans-2,5-dimethylpiperazin-1-yl)benzonitrile ClC1=C(C#N)C=CC(=C1)N1[C@H](CN[C@@H](C1)C)C